3-((3S,5R)-3-methyl-5-((5-(5-methyl-1,3,4-oxadiazol-2-yl)-1H-pyrrolo[2,3-b]pyridin-4-yl)amino)piperidin-1-yl)-3-oxopropanenitrile C[C@@H]1CN(C[C@@H](C1)NC1=C2C(=NC=C1C=1OC(=NN1)C)NC=C2)C(CC#N)=O